COC1=CC2=C(NCCO2)C=C1 7-methoxy-3,4-dihydro-2H-1,4-benzoxazine